bis(diphenylphosphino)amine palladium dichloride [Pd](Cl)Cl.C1(=CC=CC=C1)P(C1=CC=CC=C1)NP(C1=CC=CC=C1)C1=CC=CC=C1